FC(C1(CC1)C(=O)Cl)(F)F 1-(trifluoromethyl)cyclopropane-1-carbonyl chloride